{4-[(5-Chloro-thiophen-2-ylmethyl)-amino]-2-cyanophenyl}-carbamic acid ethyl ester C(C)OC(NC1=C(C=C(C=C1)NCC=1SC(=CC1)Cl)C#N)=O